C(CCCCCCCCCCCCCCCCC)OC1=CC(=CC=C1)CCCCCCCCCCCCCCC 1-(octadecyloxy)-3-pentadecylbenzene